[Si](C)(C)(C(C)(C)C)OCC1=C2C=NC(=NC2=C(C(=C1Cl)C1=CC=C(C2=C1C(=C(S2)NC(OC(C)(C)C)=O)C#N)F)F)S(=O)(=O)CC tert-Butyl N-[4-[5-[[tert-butyl(dimethyl)silyl]oxymethyl]-6-chloro-2-ethylsulfonyl-8-fluoro-quinazolin-7-yl]-3-cyano-7-fluoro-benzothiophen-2-yl]carbamate